8-((2S,5R)-4-((2-fluorophenyl)(4-fluorophenyl)methyl)-2,5-dimethylpiperazin-1-yl)-5-methyl-6-oxo-5,6-dihydro-1,5-naphthyridine-2-carbonitrile FC1=C(C=CC=C1)C(N1C[C@@H](N(C[C@H]1C)C1=CC(N(C=2C=CC(=NC12)C#N)C)=O)C)C1=CC=C(C=C1)F